C1(CC1)CS(=O)(=O)NC1=CC(=CC=C1)S(=O)(=O)N1C(=CC(=C1)CNC)C1=C(C=CC=C1)F 1-cyclopropyl-N-(3-{[2-(2-fluorophenyl)-4-[(methylamino)methyl]-1H-pyrrol-1-yl]sulfonyl}phenyl)methanesulfonamide